Pentamethylcyclopentadienyl-dimethyl-(1-isopropyl-1,5,6,7-tetrahydro-s-indacenyl)hafnium CC1=C(C(=C(C1([Hf](C1(C=CC2=CC=3CCCC3C=C12)C(C)C)(C)C)C)C)C)C